C(C)(C)C=1OC(=CCC1)C=CC1=CC=2C(CCN3CCC(C(C23)=C1)(C)C)(C)C 2-isopropyl-6-[2-(1,1,7,7-tetramethyl-2,3,6,7-tetrahydro-1H,5H-benzo[ij]quinolizin-9-yl)ethenyl]-4H-pyran